C(C)(C)(C)OC(=O)N1CCC(CC1)CNC1CC(C1)OC=1C=C(C(=CC1)C(=O)OC)C(=O)OC dimethyl 4-[3-[(1-tert-butoxycarbonyl-4-piperidyl)methylamino]cyclobutoxy]benzene-1,2-dicarboxylate